6-(4-(((2-Fluorophenyl)amino)methyl)-2-(6-methylpyridin-2-yl)-1H-imidazol-1-yl)-8-methylimidazo[1,2-a]pyridine-3-carboxamide FC1=C(C=CC=C1)NCC=1N=C(N(C1)C=1C=C(C=2N(C1)C(=CN2)C(=O)N)C)C2=NC(=CC=C2)C